FC=1C(=NC=C(C1C)C)C=C 3-fluoro-4,5-dimethyl-2-vinylpyridine